(S)-5-((4-((2-hydroxy-1-phenylethyl)amino)-5-(3-(quinuclidin-4-yl)-1,2,4-oxadiazol-5-yl)pyrimidin-2-yl)amino)-3,3-dimethylisoindolin-1-one OC[C@H](C1=CC=CC=C1)NC1=NC(=NC=C1C1=NC(=NO1)C12CCN(CC1)CC2)NC=2C=C1C(NC(C1=CC2)=O)(C)C